C12C(C(C(CC1)C2)C(=O)[O-])C(=O)[O-].[Na+].[Na+] di-sodium bicyclo[2.2.1]heptane-2,3-dicarboxylate